[Si](C)(C)(C(C)(C)C)OC(CN1C(NC2(C1)CCN(CC2)C(=O)OC(C)(C)C)=O)C2=NN1C(C(=CC(=C1)OCC1(CC1)C1=CC=CC=C1)C)=N2 tert-butyl 3-[2-[tert-butyl(dimethyl)silyl]oxy-2-[8-methyl-6-[(1-phenylcyclopropyl)methoxy]-[1,2,4]triazolo[1,5-a]pyridin-2-yl]ethyl]-2-oxo-1,3,8-triazaspiro[4.5]decane-8-carboxylate